TMSimidazole [Si](C)(C)(C)C=1NC=CN1